COC=1C=C(C=CC1C1=CN=CO1)NC(=O)C1COC2=CC=CC=C2C1 N-(3-methoxy-4-(oxazol-5-yl)phenyl)chroman-3-carboxamide